tetrahydronaphthyl-(tetrahydronaphthalene) C1(CCCC2=CC=CC=C12)C1CCCC2=CC=CC=C12